N-(2-(4-((1S,4S)-5-ethyl-2,5-diazabicyclo[2.2.1]heptane-2-yl)piperidine-1-yl)-5-((6-((R)-3-(3-fluorophenyl)isoxazolidine-2-yl)pyrimidine-4-yl)amino)-4-methoxyphenyl)acrylamide C(C)N1[C@@H]2CN([C@H](C1)C2)C2CCN(CC2)C2=C(C=C(C(=C2)OC)NC2=NC=NC(=C2)N2OCC[C@@H]2C2=CC(=CC=C2)F)NC(C=C)=O